3-amino-1-((1s,4s)-4-(methoxy-d3)cyclohexyl)pyridin-2(1H)-one hydrochloride Cl.NC=1C(N(C=CC1)C1CCC(CC1)OC([2H])([2H])[2H])=O